phosphonodeoxythymidine-3'-yl-[3,4,5-tris(octadecyloxy) benzyl] succinate C(CCC(=O)[O-])(=O)OC(C1=CC(=C(C(=C1)OCCCCCCCCCCCCCCCCCC)OCCCCCCCCCCCCCCCCCC)OCCCCCCCCCCCCCCCCCC)[C@@]1(C[C@@H](O[C@@H]1CO)N1C(=O)NC(=O)C(C)=C1)OP(=O)(O)O